tert-butyl 4-[(6-bromoquinazolin-2-yl)amino]piperidine-1-carboxylate BrC=1C=C2C=NC(=NC2=CC1)NC1CCN(CC1)C(=O)OC(C)(C)C